3-(3-(3-trifluoromethylphenyl)-4-thiazolinonyl)-N-(4-phenylbutyl)benzamide FC(C=1C=C(C=CC1)N1C(SC=C1C=1C=C(C(=O)NCCCCC2=CC=CC=C2)C=CC1)=O)(F)F